BrC=1C=C(C=2C=CN(C2C1)COCC[Si](C)(C)C)C(=O)OC methyl 6-bromo-1-((2-(trimethylsilyl)ethoxy)methyl)-1H-indole-4-carboxylate